(S)-4-(4-bromo-phenyl)-4,5-dihydro-oxazol-2-yl-amine BrC1=CC=C(C=C1)[C@@H]1N=C(OC1)N